neopentyl ((((2S,3S,4R,5R)-5-(4-aminoimidazo[2,1-f][1,2,4]triazin-7-yl)-5-cyano-2-fluoro-3,4-dihydroxytetrahydrofuran-2-yl)methoxy)(naphthalen-1-yloxy)phosphoryl)-L-alaninate NC1=NC=NN2C1=NC=C2[C@]2([C@@H]([C@@H]([C@@](O2)(F)COP(=O)(OC2=CC=CC1=CC=CC=C21)N[C@@H](C)C(=O)OCC(C)(C)C)O)O)C#N